3-methoxy-5-nitro-4-((4-((2-nitro-4-sulfamoylphenyl)amino)butyl)amino)benzamide COC=1C=C(C(=O)N)C=C(C1NCCCCNC1=C(C=C(C=C1)S(N)(=O)=O)[N+](=O)[O-])[N+](=O)[O-]